FC1=C(C=C(C=C1)F)[C@@H]1N(CCC1)C1=NN(C2=NC=C(C=C21)N)COCC[Si](C)(C)C (R)-3-(2-(2,5-difluorophenyl)pyrrolidin-1-yl)-1-((2-(trimethylsilyl)ethoxy)methyl)-1H-pyrazolo[3,4-b]pyridin-5-amine